C(C)(C)(C)OC(=O)N1[C@@H](CCC1)C(NC=1SC(=CC1)C(=O)OC)=O (S)-2-((5-(methoxycarbonyl)thiophen-2-yl)carbamoyl)pyrrolidine-1-carboxylic acid tert-butyl ester